bromocalcium oleate C(CCCCCCC\C=C/CCCCCCCC)(=O)[O-].Br[Ca+]